2-Butyl-nonanol C(CCC)C(CO)CCCCCCC